1-(6-cyclopropyl-2-(((2-((1S,2S)-2-(4-methylpyrimidin-2-yl)cyclopropyl)-4-oxo-1,4-dihydroquinolin-7-yl)amino)methyl)imidazo[1,2-a]pyridin-8-yl)-3-methylimidazolidine-2,4-dione C1(CC1)C=1C=C(C=2N(C1)C=C(N2)CNC2=CC=C1C(C=C(NC1=C2)[C@@H]2[C@H](C2)C2=NC=CC(=N2)C)=O)N2C(N(C(C2)=O)C)=O